C(C)OP(=O)(OCC)OC1=CC=C(CN(C(O)=O)CCCCC2NC(OC2=O)=O)C=C1 4-((diethoxyphosphoryl)oxy)benzyl-(4-(2,5-dioxooxazolidin-4-yl)butyl)carbamic acid